C(C(C)(C)C)(=O)OCN1N=NC(=C1)C1CN(CC1)C=1OC(=NN1)C=1C=NC(=NC1)NC1CC2=CC=C(C=C2C1)F (4-(1-(5-(2-((5-fluoro-2,3-dihydro-1H-inden-2-yl)amino)pyrimidin-5-yl)-1,3,4-oxadiazol-2-yl)pyrrolidin-3-yl)-1H-1,2,3-triazol-1-yl)methyl pivalate